(E)-4-(7-(3-((tert-butoxycarbonyl)(methyl)amino)propoxy)-5-carbamoyl-2-(4-ethyl-2-methyloxazole-5-carboxamido)-1H-benzo[d]imidazol-1-yl)but-2-en-1-yl methanesulfonate CS(=O)(=O)OC\C=C\CN1C(=NC2=C1C(=CC(=C2)C(N)=O)OCCCN(C)C(=O)OC(C)(C)C)NC(=O)C2=C(N=C(O2)C)CC